C(=O)O.C(#N)C1=NC2=CC(=NC=C2C=C1C=1C=NC(=CC1C)[C@H](CCC)O)NC(=O)[C@@H]1[C@@H](C1)F (1R,2R)-N-(2-cyano-3-(6-((S)-1-hydroxybutyl)-4-methylpyridin-3-yl)-1,6-naphthyridin-7-yl)-2-fluorocyclopropane-1-carboxamide formate